monodecyl phosphate P(=O)(OCCCCCCCCCC)([O-])[O-]